(R,S)-4-[4'-carboxyphenyl]-phenylglycine C(=O)(O)C1=CC=C(C=C1)C1=CC=C([C@@H](N)C(=O)O)C=C1